CS(=O)(=O)N1CCN(CC1)[C@@H]1CC[C@H](CC1)N Trans-4-(4-(methylsulfonyl)piperazin-yl)cyclohexan-1-amine